3-[1-(cyclopropylmethyl)-6-cyano-1H-indole-3-carboxamido]benzoic acid C1(CC1)CN1C=C(C2=CC=C(C=C12)C#N)C(=O)NC=1C=C(C(=O)O)C=CC1